methyl-((4-cyanopyridin-2-yl) sulfonyl) propanoate C(CC)(=O)OS(=O)(=O)C1=NC=CC(=C1C)C#N